COC([C@@H](NC([C@H](C1=CC=C(C=C1)O)N(C)C(=O)OC(C)(C)C)=O)C)=O ((S)-2-((tert-butoxycarbonyl)(methyl)amino)-2-(4-hydroxyphenyl)acetyl)-L-alanine methyl ester